2-[[3-bromo-5-(4-cyclopropyl-6-ethoxy-pyrimidin-5-yl)pyrazolo[4,3-d]pyrimidin-2-yl]methoxy]ethyl-trimethyl-silane BrC=1N(N=C2C1N=C(N=C2)C=2C(=NC=NC2OCC)C2CC2)COCC[Si](C)(C)C